[3-[(1R)-1-[[5-[(1R,5S)-3,8-diazabicyclo[3.2.1]oct-3-yl]-2-methyl-benzoyl]amino]ethyl]-5-ethoxy-phenyl]-N,N,1-trimethyl-pyrrole-2-carboxamide [C@H]12CN(C[C@H](CC1)N2)C=2C=CC(=C(C(=O)N[C@H](C)C=1C=C(C=C(C1)OCC)C1=C(N(C=C1)C)C(=O)N(C)C)C2)C